Tert-butyl 4-benzyl-2-(2-methoxy-2-oxoethyl)piperazine-1-carboxylate C(C1=CC=CC=C1)N1CC(N(CC1)C(=O)OC(C)(C)C)CC(=O)OC